4,4'-methylenebis(2-(neopentyl)cyclohexylamine) C(C1CC(C(CC1)N)CC(C)(C)C)C1CC(C(CC1)N)CC(C)(C)C